6-methyl-1,4-dioxacycloheptane CC1COCCOC1